13Z-hexadecatrienal C(C=CC=CC=CCCCCCCCCC)=O